1-aminoethyl-β-galactose NC(C)[C@]1(O)[C@H](O)[C@@H](O)[C@@H](O)[C@H](O1)CO